C(C)(C)(C)OC(NC1CCN(CC1)C1=NC(=CC=C1C#N)Cl)=O (1-(6-chloro-3-cyanopyridin-2-yl)piperidin-4-yl)carbamic acid tert-butyl ester